3-benzyloxy-2-fluoro-6-[1-(2-methoxyethyl)-5-methyl-pyrazol-4-yl]pyridine C(C1=CC=CC=C1)OC=1C(=NC(=CC1)C=1C=NN(C1C)CCOC)F